tert-butyl 8-(5-cyanopyridin-2-yl)-3,8-diazabicyclo[3.2.1]octane-3-carboxylate C(#N)C=1C=CC(=NC1)N1C2CN(CC1CC2)C(=O)OC(C)(C)C